N1CC(C1)C=1C=C2C(=C(NC2=CC1)C=1C(=C(C=2N(C1)C=NN2)C)C)C(C)C 6-(5-(Azetidin-3-yl)-3-isopropyl-1H-indol-2-yl)-7,8-dimethyl-[1,2,4]triazolo[4,3-a]pyridin